[SiH3]NC(=O)N silylurea